ClC1=C(C(=O)N2COC3=C(C2)C=CC=C3C3=CC(=C(C(=O)O)C=C3F)N3C2COCC3CC2)C(=CC(=C1)C=1N=NN(N1)C)Cl 4-[3-[2,6-Dichloro-4-(2-methyltetrazol-5-yl)benzoyl]-2,4-dihydro-1,3-benzoxazin-8-yl]-5-fluoro-2-(3-oxa-8-azabicyclo[3.2.1]oct-8-yl)benzoic acid